4-(2-(5-(1,6-dimethyl-1H-pyrazolo[3,4-b]pyridin-4-yl)-3-methyl-4,5,6,7-tetrahydro-1H-pyrazolo[4,3-c]pyridin-1-yl)ethyl)bicyclo[2.2.2]octan-1-amine CN1N=CC=2C1=NC(=CC2N2CC1=C(CC2)N(N=C1C)CCC12CCC(CC1)(CC2)N)C